tert-butyl 3-[[6-[2-(3,5-difluorophenoxy) pyrimidin-5-yl]pyrazin-2-yl]amino]azetidine-1-carboxylate FC=1C=C(OC2=NC=C(C=N2)C2=CN=CC(=N2)NC2CN(C2)C(=O)OC(C)(C)C)C=C(C1)F